FC1=CC=C(C=C1)C1=C(C=C(C=C1)C1=NNCO[C@H]1C)C(F)(F)F (6S)-5-[4'-fluoro-2-(trifluoromethyl)biphenyl-4-yl]-6-methyl-3,6-dihydro-2H-1,3,4-oxadiazine